1,1'-bis[dit-butylphosphino]ferrocene C(C)(C)(C)P([C-]1C=CC=C1)C(C)(C)C.[C-]1(C=CC=C1)P(C(C)(C)C)C(C)(C)C.[Fe+2]